3-(4-(trifluoromethoxy)phenyl)alanine FC(OC1=CC=C(C=C1)C[C@H](N)C(=O)O)(F)F